CN1N(C(C(=C1C)N1CC=CC=C1)=O)C1=CC=CC=C1 N-(1,5-dimethyl-3-oxo-2-phenylpyrazol-4-yl)pyridine